4-(2-(((butylthio)methyl)thio)-3-cyano-6-(thiazol-2-yl)pyridin-4-yl)benzyl (2-chloroethyl)carbamate ClCCNC(OCC1=CC=C(C=C1)C1=C(C(=NC(=C1)C=1SC=CN1)SCSCCCC)C#N)=O